BrC1=C2C[C@](N(C2=CC(=C1Cl)F)C(=O)OC(C)(C)C)(C1=CC=CC=C1)[C@H](CC=C)NC(=O)OC(C)(C)C Tert-butyl (S)-4-bromo-2-((S)-1-((tert-butoxycarbonyl)amino)but-3-en-1-yl)-5-chloro-6-fluoro-2-phenylindoline-1-carboxylate